COCC1=NC=CC(=C1)C1=NSC(=N1)C(C)=NS(=O)C(C)(C)C N-[1-[3-[2-(methoxymethyl)-4-pyridinyl]-1,2,4-thiadiazol-5-yl]ethylidene]-2-methyl-propane-2-sulfinamide